C1CCC2=C(C=3CCCC3C=C12)NC(=O)NS(=O)(=O)C1=CC2=C(S1)CCCC2(C)O N-((1,2,3,5,6,7-hexahydro-s-indacen-4-yl)carbamoyl)-4-hydroxy-4-methyl-4,5,6,7-tetrahydrobenzo[b]thiophene-2-sulfonamide